methyl 2-(4-cyclopropyl-6-methoxy-pyrimidin-5-yl)-4-[[4-[1-[(4-methoxyphenyl)methyl]-6-oxo-pyridazin-3-yl]phenyl]amino]pyrimidine-5-carboxylate C1(CC1)C1=NC=NC(=C1C1=NC=C(C(=N1)NC1=CC=C(C=C1)C1=NN(C(C=C1)=O)CC1=CC=C(C=C1)OC)C(=O)OC)OC